FC(C1=CC=C(C(=O)N)C=C1)(F)F 4-Trifluoromethylbenzamide